1,1,1-trifluoro-3-hydroxypropan-2-yl 4-(7-fluoro-3-methyl-4,5-dihydropyrazolo[1,5-a]quinolin-2-yl)piperidine-1-carboxylate FC=1C=C2CCC=3N(C2=CC1)N=C(C3C)C3CCN(CC3)C(=O)OC(C(F)(F)F)CO